C(C)OC(C(CC1OC1)(C)O)=O 2-hydroxy-2-methyl-3-(oxiran-2-yl)propionic acid ethyl ester